C(C=C)N1N=C2C(N(C(C=C2N2[C@H](CN([C@@H](C2)C)[C@@H](C)C=2C=C3N=C(C=NC3=CC2)C)C)=O)C)=C1 allyl-7-((2S,5R)-2,5-dimethyl-4-((S)-1-(3-methylquinoxalin-6-yl)ethyl)piperazin-1-yl)-4-methyl-2,4-dihydro-5H-pyrazolo[4,3-b]pyridin-5-one